C(C1=CC=CC=C1)N(C1CC2(CC(C2)O)C1)CC1=CC=CC=C1 6-(dibenzylamino)spiro[3.3]heptan-2-ol